4-[(1S)-1-[[1-Methyl-4-(2-phenoxyethylamino)piperidine-4-carbonyl]amino]ethyl]benzoic acid, hydrochloride Cl.CN1CCC(CC1)(C(=O)N[C@@H](C)C1=CC=C(C(=O)O)C=C1)NCCOC1=CC=CC=C1